N-((4-((4-fluoro-1-(2-methoxyacetyl)piperidin-4-yl)methoxy)-3-nitrophenyl)sulfonyl)benzamide FC1(CCN(CC1)C(COC)=O)COC1=C(C=C(C=C1)S(=O)(=O)NC(C1=CC=CC=C1)=O)[N+](=O)[O-]